C1(=CC=CC=C1)P(C1N(CCC2=CC=CC=C12)C1=CC=CC=C1)(C1=CC=CC=C1)=O diphenyl-(2-phenyl-1,2,3,4-tetrahydroisoquinolin-1-yl)phosphine oxide